3,3-difluoro-cyclobutan-1-amine FC1(CC(C1)N)F